O[C@@H]1[C@@H](O)[C@@H](O)[C@@H](O1)[C@H](O)CO α-D-talofuranose